pyrimidin-2-yl-azetidine-3-carboxamide hydrochloride Cl.N1=C(N=CC=C1)N1CC(C1)C(=O)N